3-{4-[(2S,6R)-2-methyl-6-(3-methyl-1H-pyrazol-4-yl)-morpholin-4-yl]-pyrimidin-2-yl}-6-trifluoromethyl-imidazo[1,2-a]pyridine C[C@H]1CN(C[C@H](O1)C=1C(=NNC1)C)C1=NC(=NC=C1)C1=CN=C2N1C=C(C=C2)C(F)(F)F